1,1-Diphenylethylene C1(=CC=CC=C1)C(=C)C1=CC=CC=C1